ClC1=CC=C(C=C1)C(N1CCN(CC1)CC=1C=C(C=CC1C(F)(F)F)N(CCN(C)C)C)C1=CC=C(C=C1)Cl N1-(3-((4-(bis(4-chlorophenyl)methyl)piperazin-1-yl)methyl)-4-(trifluoromethyl)phenyl)-N1,N2,N2-trimethyl-ethan-1,2-diamine